OCCOC(C(=C)C)=O.C(C=C)(=O)O Acrylic acid hydroxyethyl-methacrylate